(2-chlorophenyl)-4-((2-((4-((1-(2-(4-(4-(2,6-dioxopiperidin-3-yl)phenyl)piperazin-1-yl)-2-oxoethyl)piperidin-4-yl)carbamoyl)phenyl)amino)-5-fluoropyrimidin-4-yl)amino)benzamide ClC1=C(C=CC=C1)C1=C(C(=O)N)C=CC(=C1)NC1=NC(=NC=C1F)NC1=CC=C(C=C1)C(NC1CCN(CC1)CC(=O)N1CCN(CC1)C1=CC=C(C=C1)C1C(NC(CC1)=O)=O)=O